ClC1=C(C=C(OCC(=O)NC23C[C@H](C(CC2)(CC3)NC(COC=3C=NC(=CC3)C(F)(F)F)=O)O)C=C1)F 2-(4-chloro-3-fluorophenoxy)-N-[(3R)-3-hydroxy-4-(2-{[6-(trifluoromethyl)pyridin-3-yl]oxy}acetamido)bicyclo[2.2.2]octan-1-yl]acetamide